4-bromo-1-(methylsulfonyl)-1,2,3,6-tetrahydropyridine BrC=1CCN(CC1)S(=O)(=O)C